BrC1=NC=C(C(=C1)C[C@]1(C[C@H](CC1)NS(=O)(=O)C)C(=O)N)F (1R,3S)-1-((2-bromo-5-fluoropyridin-4-yl)methyl)-3-(methylsulfonamido)cyclopentane-1-carboxamide